COC1=C2C(C(=C(OC2=CC(=C1)OC)C1=CC(=C(C(=C1)OC)OC)OC)OCCCSC1=NC=NC2=CC=C(C=C12)Cl)=O 5,7-dimethoxy-3-(3-((6-chloroquinazolin-4-yl)thio)propoxy)-2-(3,4,5-trimethoxyphenyl)-4H-chromen-4-one